malonic acid bis(2-methyl-2-butyl) ester CC(C)(CC)OC(CC(=O)OC(C)(CC)C)=O